1-bromo-2-chloro-4-iodo-5-(prop-2-en-1-yloxy)benzene BrC1=C(C=C(C(=C1)OCC=C)I)Cl